(2R,6R)-N-[2-(1-benzylpiperidin-4-yl)ethyl]-2,6-dimethyl-4-[5-(trifluoromethoxy)pyrazin-2-yl]piperazine-1-carboxamide C(C1=CC=CC=C1)N1CCC(CC1)CCNC(=O)N1[C@@H](CN(C[C@H]1C)C1=NC=C(N=C1)OC(F)(F)F)C